C1(CC1)C([C@@H](C(=O)NC1=C(C=C(C=C1)[C@@H](C(NCC(F)(F)F)=O)C)F)NC(=O)C1=C(C=NN1CC)F)C1CC1 N-((S)-1,1-dicyclopropyl-3-((2-fluoro-4-((S)-1-oxo-1-((2,2,2-trifluoroethyl)amino)propan-2-yl)phenyl)amino)-3-oxopropan-2-yl)-1-ethyl-4-fluoro-1H-pyrazole-5-carboxamide